The molecule is a nucleotide-sugar oxoanion arising from deprotonation of the phosphate OH groups of UDP-rhamnose. It is a conjugate acid of an UDP-rhamnose. CC1C(C(C(C(O1)OP(=O)([O-])OP(=O)([O-])OC[C@@H]2[C@H]([C@H]([C@@H](O2)N3C=CC(=O)NC3=O)O)O)O)O)O